N-(2-chloro-4,6-dimethylphenyl)pentanamide ClC1=C(C(=CC(=C1)C)C)NC(CCCC)=O